Phenyl-3-(2,2,2-trifluoroethan-1-one-1-yl)quinolin-2(1H)-one C1(=CC=CC=C1)N1C(C(=CC2=CC=CC=C12)C(C(F)(F)F)=O)=O